6-(azidomethyl)-2-methylisoindolin-1-one N(=[N+]=[N-])CC1=CC=C2CN(C(C2=C1)=O)C